C(C)(C)(C)OC(=O)N[C@H](C(=O)O)C12CC3(CC(CC(C1)C3)C2)CC (2S)-2-(tert-butoxycarbonylamino)-2-(3-ethyl-1-adamantyl)acetic acid